4-amino-N-cyclopropyl-N-((5-(difluoromethyl)-2-pyridinyl)methyl)-1,3-dihydrofuro[3,4-c]quinoline-8-carboxamide NC1=NC=2C=CC(=CC2C2=C1COC2)C(=O)N(CC2=NC=C(C=C2)C(F)F)C2CC2